FC1=CC=C(C=C1)C1=CC(=NN1C1=CC=C(C=C1)S(=O)(=O)N)C(F)(F)F 4-(5-(4-fluorophenyl)-3-(trifluoromethyl)-1H-pyrazol-1-yl)benzenesulfonamide